methyl 2'-chloro-5'-methoxy-3-((phenoxycarbonyl) amino)-[1,1'-biphenyl]-4-carboxylate ClC1=C(C=C(C=C1)OC)C1=CC(=C(C=C1)C(=O)OC)NC(=O)OC1=CC=CC=C1